C(C1=CC=CC=C1)C1=NC(=C2N1CCNC2)C(=O)NC=2C=C(C=CC2)C 3-benzyl-N-(m-tolyl)-5,6,7,8-tetrahydroimidazo[1,5-a]pyrazine-1-carboxamide